C1(CC1)C1=NC2=CC=CC=C2C(=C1)C1=C(C=CC=C1)F 2-cyclopropyl-4-(fluorophenyl)quinoline